ClC1=C(C(=CC=C1)Cl)C1=NOC(=C1COC1=CC=C(COC2=CC=C(C(=O)O)C=C2)C=C1)C(C)C 4-((4-((3-(2,6-dichlorophenyl)-5-isopropylisoxazol-4-yl)methoxy)benzyl)oxy)benzoic acid